FC=1C=C(C=C(C1)F)[C@@H]1CC=C2NNC(N21)=O (S)-5-(3,5-difluorophenyl)-tetrahydro-3H-pyrrolo[2,1-c][1,2,4]triazol-3-one